C(C)(=O)NC1=CC=C(C=C1)C=CC1=CC=C(C=C1)N=C=S 4-acetamido-4'-isothiocyanatostilbene